2-{[5-(3-chlorophenyl)-3-hydroxypyridin-2-yl]formamido}acetic acid ClC=1C=C(C=CC1)C=1C=C(C(=NC1)C(=O)NCC(=O)O)O